(2S,4R)-4-aminopyrrol NC=1C=CNC1